5-[3-(3-methoxyphenoxy)azetidine-1-carbonyl]-6-methyl-N-(1-methylcyclopropyl)furo[2,3-d]pyrimidin-4-amine COC=1C=C(OC2CN(C2)C(=O)C2=C(OC=3N=CN=C(C32)NC3(CC3)C)C)C=CC1